C(C)(=O)NC1=NC=C(C(=C1)N(C(OC(C)(C)C)=O)C(=O)OC(C)(C)C)OCC tert-butyl (2-acetamido-5-ethoxypyridin-4-yl)(tert-butoxycarbonyl)carbamate